4,4',4''-(1,3,5-triazine-2,4,6-triyltriimino)tris-benzoic acid-tris(2-ethylhexyl)ester C(C)C(COC(C1=CC=C(C=C1)NC1=NC(=NC(=N1)NC1=CC=C(C(=O)OCC(CCCC)CC)C=C1)NC1=CC=C(C(=O)OCC(CCCC)CC)C=C1)=O)CCCC